3-((4-(5-chloro-3-methyl-2-(((R)-piperidin-3-yl)methoxy)phenyl)pyrrolo[2,1-f][1,2,4]triazin-6-yl)methyl)-6,6-dimethyl-3-azabicyclo[3.1.0]hexane-2,4-dione hydrochloride Cl.ClC=1C=C(C(=C(C1)C1=NC=NN2C1=CC(=C2)CN2C(C1C(C1C2=O)(C)C)=O)OC[C@H]2CNCCC2)C